FC(S(=O)(=O)OC1=CC(=C(C=C1)C=1C=2N(C=C(C1)C=1C=NN(C1)C)N=CC2C#N)Cl)(F)F 3-chloro-4-(3-cyano-6-(1-methyl-1H-pyrazol-4-yl)pyrazolo[1,5-a]pyridin-4-yl)phenyl trifluoromethanesulfonate